N'-(3-fluorophenyl)-5-methyl-3-(trifluoromethyl)-1H-pyrazole-4-sulfonyl-hydrazine ethyl-8-(4-methoxybenzyl)-3,8-diazabicyclo[3.2.1]octane-2-carboxylate C(C)OC(=O)C1C2CCC(CN1)N2CC2=CC=C(C=C2)OC.FC=2C=C(C=CC2)NNS(=O)(=O)C=2C(=NNC2C)C(F)(F)F